C(C)(C)(C)OC(=O)N1C2CN(CC1CC2)C=2C1=C(N=C(N2)OC[C@]23[C@H](N(CCC2)C)CCC3)C(=C(N=C1)Cl)F tert-butyl-3-(2-{[(4aS,7aR)-1-methyl-octahydro-1H-cyclopenta[b]pyridin-4a-yl]methoxy}-7-chloro-8-fluoropyrido[4,3-d]pyrimidin-4-yl)-3,8-diazabicyclo[3.2.1]octane-8-carboxylate